8-((3S,5R)-3-methyl-5-(methylamino)piperidin-1-yl)quinoxaline-5-carbonitrile hydrochloride Cl.C[C@@H]1CN(C[C@@H](C1)NC)C1=CC=C(C=2N=CC=NC12)C#N